3-(3-fluoro-5-((3R,4S)-3-fluoro-4-(piperazin-1-yl)piperidin-1-yl)-6-methylpyridin-2-yl)piperidine-2,6-dione FC=1C(=NC(=C(C1)N1C[C@H]([C@H](CC1)N1CCNCC1)F)C)C1C(NC(CC1)=O)=O